1-((2R)-5-(3-chlorophenyl)-2-methylpiperazin-1-yl)-2-methylpropan-1-one ClC=1C=C(C=CC1)C1NC[C@H](N(C1)C(C(C)C)=O)C